O(C(=O)C)C(C=O)C 2-acetoxyl-propionaldehyde